Benzyl 2,7-diazaspiro[3.4]octane-2-carboxylate C1N(CC12CCNC2)C(=O)OCC2=CC=CC=C2